C(C)(C)(C)OC(=O)N1CCN(CC1)C1=CC=C(C=N1)C=1C=C2C(=NC1)C(=C(N2C(=O)OC(C)(C)C)C2=CC(=NC(=C2)C)C)C tert-butyl 6-[6-(4-tert-butoxycarbonylpiperazin-1-yl)-3-pyridyl]-2-(2,6-dimethyl-4-pyridyl)-3-methyl-pyrrolo[3,2-b]pyridine-1-carboxylate